8-fluoro-2-({3-fluoro-4-[5-(trifluoromethyl)-1,2,4-oxadiazol-3-yl]phenyl}methoxy)quinoline FC=1C=CC=C2C=CC(=NC12)OCC1=CC(=C(C=C1)C1=NOC(=N1)C(F)(F)F)F